CC1=CC=2N(C=C1)N=NC2C(=O)O 5-methyl-[1,2,3]triazolo[1,5-a]pyridine-3-carboxylic acid